C(C)(=O)SCC1=NN(C(=C1)CO[Si](C1=CC=CC=C1)(C1=CC=CC=C1)C(C)(C)C)C S-((5-(((tert-butyldiphenylsilyl) oxy) methyl)-1-methyl-1H-pyrazol-3-yl) methyl) thioacetate